7-[(4-methoxyphenyl)methyl]-6-[[4-(2-pyridinyl)phenyl]methyl]-3-tetrahydropyran-4-yl-imidazo[1,5-a]pyrazin-8-one COC1=CC=C(C=C1)CN1C(C=2N(C=C1CC1=CC=C(C=C1)C1=NC=CC=C1)C(=NC2)C2CCOCC2)=O